N=1C=CN2C1C(=CC=C2)COC2=C(C=O)C=C(C=C2)OC 2-(imidazo[1,2-a]pyridin-8-ylmethoxy)-5-methoxybenzaldehyde